(R)-4-Fluoro-2-((1-(6-fluoro-3-methyl-4-oxo-2-(tetrahydro-2H-pyran-4-yl)-3,4-dihydroquinazolin-8-yl)ethyl)amino)benzoic acid FC1=CC(=C(C(=O)O)C=C1)N[C@H](C)C=1C=C(C=C2C(N(C(=NC12)C1CCOCC1)C)=O)F